C(#N)NC1(CCC1)C(=O)NC=1SC(=CN1)C1=CC=CC=C1 cis-3-(cyanoamino)-N-(5-phenyl-1,3-thiazol-2-yl)cyclobutane-3-carboxamide